BrC=1N=C2C(=C(C(N(C2=CC1)C)=O)C#N)N1CCN(CC1)CC1=C(C=C(C=C1)C)O 6-bromo-4-{4-[(2-hydroxy-4-methylphenyl)methyl]piperazin-1-yl}-1-methyl-2-oxo-1,2-dihydro-1,5-naphthyridine-3-carbonitrile